N-epsilon-maleimidocaproyl-oxysulfosuccinimide C1(C=CC(N1CCCCCC(=O)ON1C(C(CC1=O)S(=O)(=O)O)=O)=O)=O